[6-(trifluoromethyl)-3-pyridinyl]boronic acid FC(C1=CC=C(C=N1)B(O)O)(F)F